methyl ((perfluorophenoxy) (phenoxy)phosphoryl)-L-alaninate FC1=C(OP(=O)(OC2=CC=CC=C2)N[C@@H](C)C(=O)OC)C(=C(C(=C1F)F)F)F